Methyl ((S)-3-cyclopropyl-2-(2-((S)-1-(2,3-difluorobenzyl)-5-thioxopyrrolidin-2-yl)acetamido)propanoyl)-L-isoleucinate C1(CC1)C[C@@H](C(=O)N[C@@H]([C@@H](C)CC)C(=O)OC)NC(C[C@H]1N(C(CC1)=S)CC1=C(C(=CC=C1)F)F)=O